C(#N)CNC(=O)N1C[C@@H]2[C@H](C1)CC(C2)NC2=C1C(=NC=C2C=2SC(=CN2)C)NC=C1 (3aR,5s,6aS)-N-(cyanomethyl)-5-((5-(5-methylthiazol-2-yl)-1H-pyrrolo[2,3-b]-pyridin-4-yl)amino)hexahydrocyclopenta[c]pyrrole-2(1H)-carboxamide